N1C=C(C2=CC=CC=C12)C1N(C2=CC=CC=C2C1)C(=O)N (1H-indol-3-yl)indoline-1-carboxamide